4-(imidazo[1,2-a]pyridin-3-yl)-7,7-dimethyl-2-(2-(2-propenoyl)-2,6-diazaspiro[3.4]octan-6-yl)-7,8-dihydro-5H-pyrano[4,3-b]pyridine-3-carbonitrile N=1C=C(N2C1C=CC=C2)C2=C1C(=NC(=C2C#N)N2CC3(CN(C3)C(C=C)=O)CC2)CC(OC1)(C)C